CC1=NC(=CC(=N1)NCC1=CC(=C(C(=C1)O)N1CC(NS1(=O)=O)=O)F)C 5-(4-(((2,6-dimethylpyrimidin-4-yl)amino)methyl)-2-fluoro-6-hydroxyphenyl)-1,2,5-thiadiazolidin-3-one 1,1-dioxide